C(C(C)(C)C)(=O)OCN1C=C(C2=C(C=CC=C12)OCOC)CCN(C)C (3-(2-(dimethylamino)ethyl)-4-(methoxymethoxy)-1H-indol-1-yl)methyl pivalate